FC(C1=CC=C(CNC2CC2)C=C1)(F)F N-(4-(trifluoromethyl)benzyl)-cyclopropanamine